α-amino-3-hydroxyl-5-methyl-4-isoxazole-propionic acid NC(C(=O)O)CC=1C(=NOC1C)O